N1N=C(C=C1)N1CCCCC1 (1H-pyrazol-3-yl)piperidine